4-amino-7-cyclopropyl-1-(2,3-dichlorophenyl)pyrido[2,3-d]pyrimidin-2(1H)-one NC=1C2=C(N(C(N1)=O)C1=C(C(=CC=C1)Cl)Cl)N=C(C=C2)C2CC2